cis-4-hydroxycyclohexane-1-carboxylic acid ethyl ester C(C)OC(=O)[C@@H]1CC[C@@H](CC1)O